ClC1=C(C=CC(=C1)Cl)CC1=C(C=CC(=C1)C(C)(CC(C)(C)C)C)[O-] 2-[(2,4-dichlorophenyl)methyl]-4-(2,4,4-trimethylpent-2-yl)phenolate